tin-germanium-antimony [Sb].[Ge].[Sn]